(7z,10z,13z,16z,19z)-docosapentaenoic acid ethyl ester C(C)OC(C=CC=C\C=C/C=C\C=C/CCCCCCCCCCC)=O